CC1(CCN(CC1)C=1OC2=C(C=C(C=C2C(C1)=O)C)C(C)NC1=C(C=CC=C1)C(C(F)(F)F)=O)C 2-(4,4-Dimethyl-1-piperidyl)-6-methyl-8-[1-[2-(2,2,2-trifluoroacetyl)anilino]ethyl]chromen-4-one